C(C)(=O)OCC[C@H](N)C(=O)O homoserin acetate